4-[[5-[2,4-difluoro-3-[(4-methoxyphenyl)methoxy]phenyl]-1,3,4-thiadiazol-2-yl]methyl]-6-[(1S)-2,2,2-trifluoro-1-phenyl-ethyl]-4,6-diazaspiro[2.4]heptane-5,7-dione FC1=C(C=CC(=C1OCC1=CC=C(C=C1)OC)F)C1=NN=C(S1)CN1C2(CC2)C(N(C1=O)[C@H](C(F)(F)F)C1=CC=CC=C1)=O